NC1=NC=CC=C1C1=NC=2C(=NC(=CC2)C2=CC=CC=C2)N1C1=CC=C(CNC2=CC(=CN=N2)C#N)C=C1 6-((4-(2-(2-aminopyridin-3-yl)-5-phenyl-3H-imidazo[4,5-b]pyridin-3-yl)benzyl)amino)pyridazine-4-carbonitrile